ClC=1C=C(C(=O)N2CC=3C(=NN4C3C(N(CC4)CC4=CC=NC=C4)=O)C[C@H]2C)C=CC1Cl (3R)-2-(3,4-Dichlorobenzoyl)-3-methyl-9-[(pyridin-4-yl)methyl]-1,2,3,4,8,9-hexahydropyrido-[4',3':3,4]pyrazolo[1,5-a]pyrazin-10(7H)-one